N-[(4S)-chroman-4-yl]-8-(2,3-dichlorophenyl)-5-fluoro-4-(dimethylamino)-1,7-naphthyridine-3-carboxamide O1CC[C@@H](C2=CC=CC=C12)NC(=O)C=1C=NC2=C(N=CC(=C2C1N(C)C)F)C1=C(C(=CC=C1)Cl)Cl